S1C=CC2=C1C=CC=C2C2CCN(CC2)C(CN2N=C(C1=C2CCC1)C(=O)N1C[C@H](O[C@H](C1)C)C)=O 1-[4-(1-benzothiophen-4-yl)piperidin-1-yl]-2-{3-[(2R,6S)-2,6-dimethylmorpholine-4-carbonyl]-5,6-dihydrocyclopenta[c]pyrazol-1(4H)-yl}ethan-1-one